((5-(difluoromethyl)-1H-pyrazol-3-yl)methyl)-3-(6-(difluoromethyl)-5-fluoropyridin-2-yl)-1-(2-methoxypyrimidin-5-yl)urea FC(C1=CC(=NN1)CN(C(=O)NC1=NC(=C(C=C1)F)C(F)F)C=1C=NC(=NC1)OC)F